1-(3-aminopropyl)-N-(4-((4-(4-cyano-6-methylpyrimidin-2-yl)piperazin-1-yl)sulfonyl)phenyl)-3-(methylsulfonamido)-1H-pyrazole-4-carboxamide NCCCN1N=C(C(=C1)C(=O)NC1=CC=C(C=C1)S(=O)(=O)N1CCN(CC1)C1=NC(=CC(=N1)C#N)C)NS(=O)(=O)C